N-(4-amino-1H-pyrazolo[4,3-c]pyridin-7-yl)-N'-(2-methylbutyl)-N'-(2-pyridylmethyl)oxamide NC1=NC=C(C2=C1C=NN2)NC(=O)C(=O)N(CC2=NC=CC=C2)CC(CC)C